1-(2-(2-(((3R,4S)-3-methyl-1-((1-methyl-1H-pyrazol-4-yl)sulfonyl)piperidin-4-yl)amino)-5-(trifluoromethyl)pyrimidin-4-yl)thiazol-5-yl)cyclopropan-1-ol C[C@@H]1CN(CC[C@@H]1NC1=NC=C(C(=N1)C=1SC(=CN1)C1(CC1)O)C(F)(F)F)S(=O)(=O)C=1C=NN(C1)C